[N+](=O)([O-])C1=C(C2=CC=CC=C2C=C1)O beta-nitro-alpha-naphthol